(3-bromo-4-fluorophenyl)-3-(4-((3-bromopropyl)amino)-1,2,5-oxadiazol-3-yl)-1,2,4-oxadiazol-5(4H)-one BrC=1C=C(C=CC1F)N1C(=NOC1=O)C1=NON=C1NCCCBr